C(C)(C)(C)OC(=O)N1[C@H](COCC1)C(N[C@H](C)C1=CC=C(C=C1)C(=O)OC)=O.C(C)(C)(C)O[SiH](NCC)OC(C)(C)C di-tert-butoxy(ethylamino)silane tertbutyl-(R)-3-(((R)-1-(4-(methoxycarbonyl)phenyl)ethyl)carbamoyl)morpholine-4-carboxylate